5-((4-(oxetan-3-yloxy)-5-(trifluoromethyl)pyrimidin-2-yl)amino)tetrahydro-2H-pyran-3-carboxylic acid O1CC(C1)OC1=NC(=NC=C1C(F)(F)F)NC1CC(COC1)C(=O)O